(±)-5-((4-cyclopropyl-3-((methylsulfinyl)methyl)phenyl)amino)-7-((5-nitropyridin-2-yl)amino)pyrazolo[1,5-a]pyrimidine-3-carbonitrile C1(CC1)C1=C(C=C(C=C1)NC1=NC=2N(C(=C1)NC1=NC=C(C=C1)[N+](=O)[O-])N=CC2C#N)C[S@](=O)C |r|